3-(4-(9-(4-((3R,5R)-5-((5-chloro-1-methyl-6-oxo-1,6-dihydropyridazin-4-yl)amino)-1-methylpiperidin-3-yl)benzoyl)-3,9-diazaspiro[5.5]undecan-3-yl)-1H-pyrazol-1-yl)piperidine-2,6-dione ClC1=C(C=NN(C1=O)C)N[C@@H]1C[C@@H](CN(C1)C)C1=CC=C(C(=O)N2CCC3(CCN(CC3)C=3C=NN(C3)C3C(NC(CC3)=O)=O)CC2)C=C1